4-[8-bromo-7-methoxy-1-(2-pyridyl)-4,5-dihydrobenzo[g]indazole-3-carbonyl]-3,3-dimethyl-piperazin-2-one BrC1=CC2=C(CCC=3C(=NN(C23)C2=NC=CC=C2)C(=O)N2C(C(NCC2)=O)(C)C)C=C1OC